4-((2-(1H-indol-1-yl)-6-methoxy-7-(3-(pyrrolidin-1-yl)propoxy)quinazolin-4-yl)amino)tetrahydro-2H-thiopyran 1,1-dioxide N1(C=CC2=CC=CC=C12)C1=NC2=CC(=C(C=C2C(=N1)NC1CCS(CC1)(=O)=O)OC)OCCCN1CCCC1